OC12C(C(=O)NC1=O)C=CC=C2 o-hydroxylphthalimide